ClC1=CC(=C(NC2CCN(CC2)C=2C3=C(N(C(C2C#N)=O)C)SC(=N3)C)C=C1)F 7-[4-(4-chloro-2-fluoro-anilino)-1-piperidinyl]-2,4-dimethyl-5-oxo-thiazolo[5,4-b]pyridine-6-carbonitrile